BrC1=C2C(=NN(C2=CC=C1C)C1OCCCC1)I 4-bromo-3-iodo-5-methyl-1-(tetrahydro-2H-pyran-2-yl)-1H-indazole